rac-cis-2-(hexahydrofuro[3,4-b]pyrrol-1-yl)pyrimidin-4-amine N1([C@@H]2[C@H](CC1)COC2)C2=NC=CC(=N2)N |r|